4-(3-(2,6-difluoro-3,5-dimethoxyphenyl)-7-(1,3-dimethyl-1H-pyrazol-4-yl)-2-oxo-3,4-dihydropyrido[4,3-d]pyrimidin-1(2H)-yl)piperidine-1-carboxylic acid methyl ester COC(=O)N1CCC(CC1)N1C(N(CC2=C1C=C(N=C2)C=2C(=NN(C2)C)C)C2=C(C(=CC(=C2F)OC)OC)F)=O